N1CCC(CC1)N1N=C(N=C1)[C@@]12CN(C[C@]2(C1)C(F)(F)F)C1=C2C=CC=NC2=C(C=C1)C#N 5-((1S,5R)-1-(1-(piperidin-4-yl)-1H-1,2,4-triazol-3-yl)-5-(trifluoromethyl)-3-azabicyclo[3.1.0]hex-3-yl)quinoline-8-carbonitrile